Br.N1=C(C=CC=C1)CBr 2-pyridylmethyl bromide HBr